COC(CNC(=O)C1=NC=C(C=C1O)C1=CC(=CC=C1)Cl)=O {[5-(3-Chloro-phenyl)-3-hydroxy-pyridine-2-carbonyl]-amino}-acetic acid methyl ester